CC=1N(C(=C2CCCCC12)C1=CC=C(C=C1)C)C=1C=CC=C2C=CC(=CC12)O 8-(1-methyl-3-(p-tolyl)-4,5,6,7-tetrahydro-2H-isoindol-2-yl)naphthalen-2-ol